C(C)(C)(C)[Si](OC)(OC)CC(C)C t-butylisobutyldimethoxysilane